FC=1C=C(C=CC1)NC(=S)N1CC2(C1)CN(C2)C N-(3-fluorophenyl)-6-methyl-2,6-diazaspiro[3.3]heptan-2-carbothioamide